7-(4,7-diazaspiro[2.5]octan-7-yl)-2-(2,8-dimethylimidazo[1,2-B]pyridazin-6-yl)pyrido[1,2-a]pyrimidin-4-one C1CC12NCCN(C2)C=2C=CC=1N(C(C=C(N1)C=1C=C(C=3N(N1)C=C(N3)C)C)=O)C2